C1(=CC=CC=C1)P(C1=C(C=CC=C1)C1=CC=CC=C1)C1=CC=CC=C1 2-(diphenylphosphino)-biphenyl